1-phenylmethyl-2-(1-piperazinyl)-1H-benzimidazole C1(=CC=CC=C1)CN1C(=NC2=C1C=CC=C2)N2CCNCC2